Methyl ((((1S,4R)-4-(2-amino-6-methoxy-9H-purin-9-yl)cyclopent-2-en-1-yl)methoxy)((4-chloronaphthalen-1-yl)oxy)phosphoryl)-L-alaninate NC1=NC(=C2N=CN(C2=N1)[C@H]1C=C[C@H](C1)COP(=O)(OC1=CC=C(C2=CC=CC=C12)Cl)N[C@@H](C)C(=O)OC)OC